3-methoxy-2-methyl-3-((S)-pyrrolidin-2-yl)propanamide hydrochloride Cl.COC(C(C(=O)N)C)[C@H]1NCCC1